5-chloro-6-[(2-iminopyrrolidin-1-yl)methyl]-2,4(1H,3H)-pyrimidinedione ClC=1C(NC(NC1CN1C(CCC1)=N)=O)=O